2-bromo-1-(2,2-dimethyl-4H-1,3-benzodioxin-6-yl)ethanone rac-(1R,3S)-3-[2-(piperidin-4-ylamino)pyrimidin-5-yl]cyclopentyl-N-(1-methylcyclopropyl)carbamate N1CCC(CC1)NC1=NC=C(C=N1)[C@@H]1C[C@@H](CC1)N(C(O)=O)C1(CC1)C.BrCC(=O)C1=CC2=C(OC(OC2)(C)C)C=C1 |r|